ClC1=NC(=NC(=N1)N(C)C)N 6-chloro-N2,N2-dimethyl-1,3,5-triazine-2,4-diamine